4-[dibromo(n-propyl)silyl]butanenitrile Br[Si](CCCC#N)(CCC)Br